5-(3-fluorophenyl)-2-(4,4,5,5-tetramethyl-1,3,2-dioxaborolan-2-yl)benzaldehyde FC=1C=C(C=CC1)C=1C=CC(=C(C=O)C1)B1OC(C(O1)(C)C)(C)C